NC=1C=C(CNC(C)=O)C=CC1 N-(3-aminobenzyl)acetamide